ClC1=CC=C(C=N1)C1=NC=2N(C(N(C(C2N1)=O)CCC)=O)CCCOC 8-(6-chloropyridin-3-yl)-3-(3-methoxypropyl)-1-propylxanthine